(S)-3-fluoro-5-(5-(trifluoromethyl)-2,3-dihydrobenzofuran-2-yl)benzonitrile FC=1C=C(C#N)C=C(C1)[C@H]1OC2=C(C1)C=C(C=C2)C(F)(F)F